C(#N)N1C[C@@H](CC1)NC(=O)C1=NNC(=C1)C1=C(C=CC=C1)F (R)-N-(1-cyanopyrrolidin-3-yl)-5-(2-fluorophenyl)-1H-pyrazole-3-carboxamide